3-chloro-5a-(4-(difluoromethyl)phenyl)-7-((dimethylamino)methyl)-6-phenyl-5a,6,7,8-tetrahydro-8aH-cyclopenta[4,5]furo[3,2-b]pyridine-8,8a-diol ClC=1C=C2C(=NC1)C1(C(O2)(C(C(C1O)CN(C)C)C1=CC=CC=C1)C1=CC=C(C=C1)C(F)F)O